6-(1-methyl-1H-pyrazol-4-yl)-3-(4-(4-(tetrahydro-2H-pyran-2-yl)-4H-1,2,4-triazol-3-yl)piperazin-1-yl)pyrazolo[1,5-a]pyridine CN1N=CC(=C1)C=1C=CC=2N(C1)N=CC2N2CCN(CC2)C2=NN=CN2C2OCCCC2